C(CCCCCCCCCCCCCCCCCCCCC)P(=O)=C(O)C[N+](C)(C)C behenyl-phosphorylcholine